((2s,6s)-6-fluoro-1,4-oxazepan-2-yl)methanol F[C@H]1CNC[C@H](OC1)CO